tert-butyl 4-bromo-1H-pyrazolo[3,4-b]pyridine-1-carboxylate BrC1=C2C(=NC=C1)N(N=C2)C(=O)OC(C)(C)C